2-(hydroxymethyl)-N-(6-methoxy-5-((E)-2-(trans-4-(trifluoromethyl)cyclohexyl)vinyl)pyridin-3-yl)-acrylamide OCC(C(=O)NC=1C=NC(=C(C1)\C=C\[C@@H]1CC[C@H](CC1)C(F)(F)F)OC)=C